3-(5-(((2-(4-(4-chloro-1,2-diphenylbut-1-en-1-yl)phenoxy)ethyl)(methyl)amino)methyl)-1-oxoisoindolin-2-yl)piperidine-2,6-dione ClCCC(=C(C1=CC=CC=C1)C1=CC=C(OCCN(C)CC=2C=C3CN(C(C3=CC2)=O)C2C(NC(CC2)=O)=O)C=C1)C1=CC=CC=C1